4-(2-(3-amino-8-azabicyclo[3.2.1]octan-8-yl)-6-(2-fluoro-6-(trifluoromethyl)phenyl)quinazolin-4-yl)-2-fluorobenzonitrile NC1CC2CCC(C1)N2C2=NC1=CC=C(C=C1C(=N2)C2=CC(=C(C#N)C=C2)F)C2=C(C=CC=C2C(F)(F)F)F